NC1=NC=CC(=C1)C=1C(N(C=C(C1)C=1C=C(C=CC1C)NC(=O)NC=1C=NC(=CC1)C(F)(F)F)C)=O 1-(3-(2'-amino-1-methyl-2-oxo-1,2-dihydro-[3,4'-bipyridin]-5-yl)-4-methylphenyl)-3-(6-(trifluoromethyl)pyridin-3-yl)urea